aluminum diselenide [Se-2].[Se-2].[Al+3]